C1(CC1)C1=NC=NC(=C1C=1N=CC=2OCCN(C2N1)CC=1C=C2CCN(C(C2=CC1)=O)C)OC 6-((2-(4-Cyclopropyl-6-methoxypyrimidin-5-yl)-6,7-dihydro-8H-pyrimido[5,4-b][1,4]oxazin-8-yl)methyl)-2-methyl-3,4-dihydroisoquinolin-1(2H)-one